N[C@@H]1[C@@H](CCCC1)NC1=C(C2=C(C(=N1)C1=CN=C3N1C=CC=C3)C=NC2)F 6-((1R,2S)-2-aminocyclohexylamino)-7-fluoro-4-(imidazo[1,2-a]pyridin-3-yl)-1H-pyrrolo[3,4-c]pyridin